β-(3-pyridyl)-alanine methyl ester COC([C@@H](N)CC=1C=NC=CC1)=O